1-(5-(2-([2,2'-bipyrimidin]-5-yl)cyclopropyl)-2,3-difluorophenyl)-5,6-dimethoxy-1H-benzo[d]imidazole N1=C(N=CC(=C1)C1C(C1)C=1C=C(C(=C(C1)N1C=NC2=C1C=C(C(=C2)OC)OC)F)F)C2=NC=CC=N2